CC=1N=C2N(N=C(C=C2)N2CC(C2)C(C)=O)C1 [1-(2-methylimidazo[1,2-b]pyridazin-6-yl)azetidin-3-yl]ethanone